(1R,2R)-1-((R)-1-(1-benzyl-5-(benzyloxy)-4-oxo-1,4-dihydropyridazin-3-carbonyl) pyrrolidin-2-yl)-2-(3-fluorophenyl)-2-phenylethyl methanesulfonate CS(=O)(=O)O[C@H]([C@H](C1=CC=CC=C1)C1=CC(=CC=C1)F)[C@@H]1N(CCC1)C(=O)C1=NN(C=C(C1=O)OCC1=CC=CC=C1)CC1=CC=CC=C1